hexenetriol C(C=CCCC)(O)(O)O